ClC1=CC=C(C=C1)[C@H](NC(=O)[C@H]1NC(NC1)=O)C1=CC=2CC(C2C=C1)(F)F (S)-N-((S)-(4-chlorophenyl)(7,7-difluorobicyclo[4.2.0]octa-1(6),2,4-trien-3-yl)methyl)-2-oxoimidazolidine-4-carboxamide